(2-chloro-4-phenoxyphenyl)(4-(((1r,4r)-4-(hydroxymethyl)cyclohexyl)amino)-1H-pyrrolo[2,3-b]Pyridin-3-yl)methanone Ethyl-(13Z,16Z)-3-(8-(1,3-dioxolan-2-yl)octyl)docosa-13,16-dienoate C(C)OC(CC(CCCCCCCCC\C=C/C\C=C/CCCCC)CCCCCCCCC1OCCO1)=O.ClC1=C(C=CC(=C1)OC1=CC=CC=C1)C(=O)C1=CNC2=NC=CC(=C21)NC2CCC(CC2)CO